BrC1=C(C(=O)NN)C=C(C=C1)F 2-Bromo-5-fluorobenzohydrazide